C(CCCCCCCCCCC)C1=CC(=C(C(=C1)C(C)(C)C)O)C(C)(C)C 4-dodecyl-2,6-di-tert-butylphenol